OCCOC1=C(C=C(C=C1)C1(C2=CC=CC=C2C=2C=CC=CC12)C1=CC(=C(C=C1)OCCO)C(C)C)C(C)C 9,9-bis(4-(2-hydroxyethoxy)-3-isopropylphenyl)fluorene